ClC(C(C)(F)F)(F)Cl 1,1-dichloro-1,2,2-trifluoropropane